methyl N2-(2-((((3-chlorobenzyl)oxy)carbonyl)amino)-4,4-dimethylpentanoyl)-N5,N5-dimethyl-L-glutaminate ClC=1C=C(COC(=O)NC(C(=O)N[C@@H](CCC(N(C)C)=O)C(=O)OC)CC(C)(C)C)C=CC1